2-Amino-4-dimethylamino-6-trifluoroethoxy-1,3,5-triazine NC1=NC(=NC(=N1)N(C)C)OCC(F)(F)F